C1[C@@H]([C@H]([C@@H](O[C@@]1(C(=O)[O-])O)[C@@H]([C@@H](CO)O)O)O)O The molecule is a carbohydrate acid derivative anion obtained by deprotonation of the carboxy group of 3-deoxy-D-glycero-beta-D-galacto-nonulosonic acid It has a role as a bacterial metabolite. It is a carbohydrate acid anion and a monocarboxylic acid anion. It is a conjugate base of a 3-deoxy-D-glycero-beta-D-galacto-nonulosonic acid.